3-(4-methoxy-3-(methoxycarbonyl)phenyl)pyrrolidine-1-carboxylic acid tert-butyl ester C(C)(C)(C)OC(=O)N1CC(CC1)C1=CC(=C(C=C1)OC)C(=O)OC